1-azido-2-{2-[2-(2-bromoethoxy)ethoxy]ethoxy}ethane N(=[N+]=[N-])CCOCCOCCOCCBr